5-(6-(difluoromethyl)-2-(methylthio)pyrimidin-4-yl)-3-fluoropyridin-2(1H)-one FC(C1=CC(=NC(=N1)SC)C=1C=C(C(NC1)=O)F)F